N[C@@H]1[C@@H](OCC12CCNCC2)C (3S,4S)-4-amino-3-methyl-2-oxa-8-azaspiro[4.5]decane